CC/C=C\\C/C=C\\C/C=C\\C/C=C\\C=C\\C(CCCC(=O)[O-])O The molecule is an icosanoid anion that is the conjugate base of 5-HEPE arising from deprotonation of the carboxylic acid function; major species at pH 7.3. It is an icosanoid anion, a long-chain fatty acid anion, a polyunsaturated fatty acid anion, a hydroxy fatty acid anion and a HEPE(1-). It is a conjugate base of a 5-HEPE.